C(C)OC(COC1=NC=CC(=C1)N1C2CN(CC1CC2)C(=O)OCC2=CC=CC=C2)OCC benzyl 8-[2-(2,2-diethoxyethoxy)-4-pyridinyl]-3,8-diazabicyclo[3.2.1]octane-3-carboxylate